(Z)-4-amino-1-phenylpent-3-en-2-one N\C(=C/C(CC1=CC=CC=C1)=O)\C